2-(2-((5-chloro-7-(ethylamino)benzofuran-3-yl)methoxy)phenyl)acetic acid ethyl ester C(C)OC(CC1=C(C=CC=C1)OCC1=COC2=C1C=C(C=C2NCC)Cl)=O